Ethyl 3-[(1S,3R)-3-(tert-butoxycarbonylamino) cyclohexyl]-5,6,7,8-tetrahydro-[1,2,4]triazolo[4,3-a]pyridine-7-carboxylate C(C)(C)(C)OC(=O)N[C@H]1C[C@H](CCC1)C1=NN=C2N1CCC(C2)C(=O)OCC